O[C@]([C@H](/C=C/[C@@H]([C@H](C=O)\C(\C)=C\C=C\C(C)C1=NC(=CC=C1)[C@H](CO)C)C)OC(C)=O)(CC[C@@H](CC=O)O)C acetic acid [(2s,3s,4e,6s,7s,10s)-7,10-dihydroxy-2-[(2e,4e)-6-[6-[(2R)-1-hydroxypropan-2-yl] pyridin-2-yl] hept-2,4-dien-2-yl]-3,7-dimethyl-12-oxo-1-oxododec-4-en-6-yl] ester